1,1-dibromo-2,2-di(chloromethyl)cyclopropane BrC1(C(C1)(CCl)CCl)Br